NCCCC[SiH2]O[SiH2]O[SiH2]CCCCN 1,5-bis(4-aminobutyl)trisiloxane